COC=1C=C(N)C=CC1N1CCC(CC1)C 3-methoxy-4-(4-methylpiperidin-1-yl)aniline